N-(4-hydroxy-3,5-dimethylphenyl)-2,5-dimethylthiophene-3-sulfonamide OC1=C(C=C(C=C1C)NS(=O)(=O)C1=C(SC(=C1)C)C)C